C1(=CC=CC=C1)N1N=C(C=C1)C1=C(C2=NC=CC=C2S1)C1=CC=NC=C1 1-phenyl-1H-pyrazol-3-yl-3-(pyridin-4-yl)thieno[3,2-b]pyridine